C([O-])([O-])=O.[Ni+3].C([O-])([O-])=O.C([O-])([O-])=O.[Ni+3] Nickel(III) Carbonate